3-((3-bromophenyl)(4-methyl-4H-1,2,4-triazol-3-yl)methyl)cyclobutane-1-carbonitrile BrC=1C=C(C=CC1)C(C1CC(C1)C#N)C1=NN=CN1C